(S)-2-((4-(6-((4-cyanobenzo[b]thiophen-7-yl)methoxy)pyridin-2-yl)piperidin-1-yl)methyl)-1-(oxetane-2-ylmethyl)-1H-benzo[d]imidazole-6-carboxylic acid methyl ester COC(=O)C=1C=CC2=C(N(C(=N2)CN2CCC(CC2)C2=NC(=CC=C2)OCC2=CC=C(C3=C2SC=C3)C#N)C[C@H]3OCC3)C1